C(#N)C=1C=C(C=CC1)C1=NC(=CC(=N1)N1CC2(CC1)CC(CCC2)C(=O)OCC)NC2=NC=CC(=C2)OC(F)(F)F ethyl 2-(2-(3-cyanophenyl)-6-((4-(trifluoromethoxy) pyridin-2-yl) amino) pyrimidin-4-yl)-2-azaspiro[4.5]decane-7-carboxylate